3-(4-(3-(1-Cyanopyrrolidin-2-yl)-1,2,4-oxadiazol-5-yl)pyridin-2-yl)-N-methylbenzamide C(#N)N1C(CCC1)C1=NOC(=N1)C1=CC(=NC=C1)C=1C=C(C(=O)NC)C=CC1